PIPERIDINIC ACID C(CC(=O)O)CN